5-(4-((3-ethyl-2-oxo-4-thioxo-1,2,3,4-tetrahydroquinazolin-7-yl)methyl)-2-methylpiperazin-1-yl)-6-fluoro-N-methylpicolinamide C(C)N1C(NC2=CC(=CC=C2C1=S)CN1CC(N(CC1)C=1C=CC(=NC1F)C(=O)NC)C)=O